[18F]C(CCSCCCCC(=O)O)CCCCCCCC 5-[(3-[18F]fluoroundecyl)sulfanyl]pentanoic acid